ClC1=CC2=C(N(C(N=C2N2[C@H](CN(CC2)C(C=C)=O)C)=O)C2=C(C=CC=C2)C(C)C)N=C1C1=C(C=C(C=C1)F)O 6-chloro-7-(4-fluoro-2-hydroxy-phenyl)-4-((2S)-2-methyl-4-(2-propenoyl)-1-piperazinyl)-1-(2-(2-propanyl)phenyl)pyrido[2,3-d]pyrimidin-2(1H)-one